tert-butyl (2-amino-5-(4-(4-(2-hydroxyethyl)piperazin-1-yl)piperidin-1-yl)phenyl)carbamate NC1=C(C=C(C=C1)N1CCC(CC1)N1CCN(CC1)CCO)NC(OC(C)(C)C)=O